The molecule is a tripeptide consisting of Gln-Ala-Arg carrying a Boc group at the N-terminal and a 7-amino-4-methylcoumarin group at the C-terminal. It is a tripeptide, a member of coumarins and a carbamate ester. CC1=CC(=O)OC2=C1C=CC(=C2)NC(=O)[C@H](CCCN=C(N)N)NC(=O)[C@H](C)NC(=O)[C@H](CCC(=O)N)NC(=O)OC(C)(C)C